3-phenyl-5-(p-tolyl)-4,5-dihydro-1,2,4,5-oxadiazaborole C1(=CC=CC=C1)C1=NOB(N1)C1=CC=C(C=C1)C